10-N-carboxymethylcarbamoyl-3,7-bis(dimethylamino)-10H-phenothiazine C(=O)(O)CNC(=O)N1C2=CC=C(C=C2SC=2C=C(C=CC12)N(C)C)N(C)C